5-((2-chloro-5-nitropyrimidin-4-yl)(methyl)amino)-2-phenylthiazole-4-carboxylic acid ethyl ester C(C)OC(=O)C=1N=C(SC1N(C)C1=NC(=NC=C1[N+](=O)[O-])Cl)C1=CC=CC=C1